3-(N,N-dimethyl tetradecylammonio)propanesulfonate C[N+](C)(CCCS(=O)(=O)[O-])CCCCCCCCCCCCCC